7-((4,6-Difluoro-1-tosyl-1H-indol-5-yl)oxy)-3,4-dihydroisoquinolin-1(2H)-one FC1=C2C=CN(C2=CC(=C1OC1=CC=C2CCNC(C2=C1)=O)F)S(=O)(=O)C1=CC=C(C)C=C1